IN[C@@H](CCSC)C(=O)O iodomethionin